2-(2-aminoethyl)-6-propoxy-isoindolin-1-one NCCN1C(C2=CC(=CC=C2C1)OCCC)=O